3-((4-Hydroxypiperidin-4-yl)methyl)-8-methylquinazolin-4(3H)-one trifluoroacetic acid salt FC(C(=O)O)(F)F.OC1(CCNCC1)CN1C=NC2=C(C=CC=C2C1=O)C